ClC1=C(C=C(C=C1)NC(=O)[C@@H]1C([C@H]1C1=CC(=C(C=C1)F)C(F)(F)F)(Cl)Cl)NC(C1=C(C=C(C=C1)NC(CCC(F)(F)F)=O)F)=O |r| trans-rac-N-(2-Chloro-5-(2,2-dichloro-3-(4-fluoro-3-(trifluoromethyl)phenyl)cyclopropane-1-carboxamido)phenyl)-2-fluoro-4-(4,4,4-trifluorobutanamido)benzamide